C\C(=C/CO)\COC\C=C(\CC\C=C(\CCC=C(C)C)/C)/C (2E)-3-methyl-4-{[(2E,6E)-3,7,11-trimethyldodeca-2,6,10-trien-1-yl]oxy}but-2-en-1-ol